COC1=CC=2C=C3C(=NC2C=C1OCCCN1CCCC1)CCC3 7-methoxy-6-[3-(pyrrolidin-1-yl)propoxy]-1H,2H,3H-cyclopenta[b]quinolin